1-(3-(1H-imidazol-5-yl)-2-(3-(trifluoromethyl)-1H-1,2,4-triazol-5-yl)imidazo[1,2-a]pyrimidin-7-yl)ethan-1-one N1C=NC=C1C1=C(N=C2N1C=CC(=N2)C(C)=O)C2=NC(=NN2)C(F)(F)F